CC1(CC(=C(CC1)CN1CCN(CC1)CC=1C=C2CN(C(C2=CC1)=O)C1C(NC(CC1)=O)=O)C1=CN=CS1)C 3-(5-((4-((4,4-dimethyl-2-(thiazol-5-yl)cyclohex-1-en-1-yl)methyl)piperazin-1-yl)methyl)-1-oxoisoindolin-2-yl)piperidine-2,6-dione